The molecule is a phthalic acid monoester obtained by formal condensation of one of the carboxy groups of phthalic acid with the hydroxy group of isononanol. It has a role as a human xenobiotic metabolite. CC(C)CCCCCCOC(=O)C1=CC=CC=C1C(=O)O